BrCCOCCOC1=CC=C(/C=C/C2=CC(=CC(=C2)OC)OC)C=C1 (E)-1-(4-(2-(2-bromoethoxy)ethoxy)styryl)-3,5-dimethoxybenzene